N1CNC(=C(C1)C(=O)[O-])C(=O)[O-] 1,2,3,6-tetrahydropyrimidine-4,5-dicarboxylate